C(C1=CC=CC=C1)OC=1C=C2C=CC(=CC2=C(C1N1S(NC(C1)=O)(=O)=O)F)C(=O)O 6-(benzyloxy)-7-(1,1-dioxo-4-oxo-1,2,5-thiadiazolidin-2-yl)-8-fluoro-2-naphthoic acid